N12CCOCCOCCN(CCOCC1)CCOCC2 4,7,13,18-tetraoxa-1,10-diazabicyclo[8.5.5]icosane